5-(2-chloro-3-fluoro-phenyl)-3-(2-hydroxy-2-methyl-propyl)-1-[2-oxo-2-[4-(2-oxo-4,5-dihydro-1H-1,3-benzodiazepin-3-yl)-1-piperidyl]ethyl]pyrimidine-2,4-dione ClC1=C(C=CC=C1F)C=1C(N(C(N(C1)CC(N1CCC(CC1)N1C(NC2=C(CC1)C=CC=C2)=O)=O)=O)CC(C)(C)O)=O